FC1=CC=2N=C3OCC4=NN(C=C4C3=NC2C(=C1)[C@@H](C)N[S@](=O)C(C)(C)C)C (R)-N-[(1R)-1-(5-fluoro-13-methyl-17-oxa-2,9,13,14-tetrazatetracyclo[8.7.0.03,8.011,15]heptadeca-1,3(8),4,6,9,11,14-heptaen-7-yl)ethyl]-2-methyl-propane-2-sulfinamide